N-(5,6-difluoro-1H-indol-3-yl)-6-(piperidin-1-yl)-3,4-dihydroisoquinoline-2(1H)-carboxamide FC=1C=C2C(=CNC2=CC1F)NC(=O)N1CC2=CC=C(C=C2CC1)N1CCCCC1